C(C1=CC=CC=C1)(=O)O[C@H]1[C@@](O[C@@H]([C@H]1OC(C1=CC=CC=C1)=O)COC(C1=CC=CC=C1)=O)(N1C(=O)NC(=O)C=C1)C#N 2',3',5'-tri-O-benzoyl-1'-cyano-uridine